C(C)(C)(C)OC(N[C@@H]1CN(CCC1)C1=CC=C2C(N(C(=NC2=C1)C1=CC=C(C=C1)C#N)C1=CC=C(C=C1)OC)=O)=O (S)-(1-(2-(4-cyanophenyl)-3-(4-methoxyphenyl)-4-oxo-3,4-dihydro-quinazolin-7-yl)piperidin-3-yl)carbamic acid tert-butyl ester